7-((tetrahydro-2H-pyran-2-yl)oxy)hept-5-ynoic acid O1C(CCCC1)OCC#CCCCC(=O)O